FC1=C(C=C(C=C1)F)[C@@H](CCC1OCCO1)N[S@](=O)C(C)(C)C (R)-N-((R)-1-(2,5-difluorophenyl)-3-(1,3-dioxolan-2-yl)propyl)-2-methylpropan-2-sulfinamide